(1s,4s)-4-(8-(4-chloro-2,6-difluorophenylamino)-2-((R)-tetrahydro-2H-pyran-3-ylamino)-9H-purin-9-yl)cyclohexanecarboxamide ClC1=CC(=C(C(=C1)F)NC=1N(C2=NC(=NC=C2N1)N[C@H]1COCCC1)C1CCC(CC1)C(=O)N)F